FC(C(C(=O)Cl)=C)(F)F 2-(trifluoromethyl)prop-2-enoyl chloride